CN(C)C(=O)C1CCNCC1 N,N-dimethylpiperidine-4-carboxamide